3-(3-chloro-4-fluorophenyl)-1-((S)-3-hydroxybutyl)-1-(1-(1-oxo-1,2-dihydroisoquinolin-4-yl)ethyl)urea ClC=1C=C(C=CC1F)NC(N(C(C)C1=CNC(C2=CC=CC=C12)=O)CC[C@H](C)O)=O